C(C)(C)(C)N1C(=C(C2=CC=CC=C12)C)C(=O)OCC N-tertiary butyl-2-ethoxycarbonyl-3-methylindole